ClC=1C(=C(C=C(C1)Cl)O)C=1N=NC(=CC1)N1C[C@@H](CCC1)CO 3,5-dichloro-2-[6-[(3R)-3-(hydroxymethyl)-1-piperidyl]pyridazin-3-yl]phenol